C(CCCCCCCCCCCCCCC)ON1C=CN(C2=CC=CC=C12)OCCCCCCCCCCCCCCCC 1,4-bis(hexadecyloxy)quinoxaline